O[C@H]1[C@H](O)[C@@H](O)[C@H](O1)CO β-D-Xylofuranose